NC1=NC(=NC=C1[C@H](C)N1N=CC(=C1)NC(=O)C1=NC(=CN=C1)C1=C(C(=CC=C1C(F)F)Cl)F)N1C([C@@H]2C[C@@H]2C1)=O N-(1-((S)-1-(4-Amino-2-((1R,5S)-2-oxo-3-azabicyclo[3.1.0]hexan-3-yl)pyrimidin-5-yl)ethyl)-1H-pyrazol-4-yl)-6-(3-chloro-6-(difluoromethyl)-2-fluorophenyl)pyrazine-2-carboxamide